3-benzoyl-2-oxo-1-azaspiro[4.5]dec-3-en-4-yl acetate C(C)(=O)OC1=C(C(NC12CCCCC2)=O)C(C2=CC=CC=C2)=O